2-(2-bromo-5-methoxypyridin-4-yl)-2,3-dihydro-4H-pyran-4-one BrC1=NC=C(C(=C1)C1OC=CC(C1)=O)OC